C(CCCCCCCCCCC)OC1=C(C[N+]2(CCCC2)[O-])C=C(C=C1OC)CC 1-(2-dodecyloxy-5-ethyl-3-methoxybenzyl)pyrrolidine-1-oxide